S1(CCC=CC1)=O 3,6-dihydro-2H-1lambda4-thiopyran-1-one